The molecule is an alpha-amino-acid cation that is the conjugate acid of alanine. It has a role as a metabolite. It is a conjugate acid of an alanine. CC(C(=O)O)[NH3+]